3-isopropyl-1-methyl-1-(7-(6-((1-methylpiperidin-3-yl)methoxy)pyridin-3-yl)-quinoxalin-2-yl)urea C(C)(C)NC(N(C1=NC2=CC(=CC=C2N=C1)C=1C=NC(=CC1)OCC1CN(CCC1)C)C)=O